CN(CC(=O)N1CCN(CC1)C=1C=CC(=NC1)CN1[C@H](CN(C[C@H]1C)C1=C2C=CC=NC2=C(C=C1)C#N)C)C 5-[(3S,5R)-4-[[5-[4-[2-(Dimethylamino)acetyl]piperazin-1-yl]-2-pyridyl]methyl]-3,5-dimethyl-piperazin-1-yl]quinoline-8-carbonitrile